COC(=O)C1CC(=NN1C1=CC=C(C=C1)F)C1=CC=C(C=C1)Cl 3-(4-chlorophenyl)-1-(4-fluorophenyl)-4,5-dihydro-1H-pyrazole-5-carboxylic acid methyl ester